N-(tert-butyl)-pyrrolidone C(C)(C)(C)N1C(CCC1)=O